2-[3,5-dichloro-4-[[2-fluoro-5-(4-fluorophenyl)-4-hydroxy-phenyl]methyl]phenoxy]acetic acid ClC=1C=C(OCC(=O)O)C=C(C1CC1=C(C=C(C(=C1)C1=CC=C(C=C1)F)O)F)Cl